Cl.ClC=1C=C(C=CC1C(=O)N1CCN(CC1)C(=O)C1CCNCC1)NC(=O)C=1N(C(=CN1)C=1C(=NN(C1)CCC1CC1)C(F)(F)F)C N-(3-chloro-4-(4-(piperidine-4-carbonyl)piperazine-1-carbonyl)phenyl)-5-(1-(2-cyclopropylethyl)-3-(trifluoromethyl)-1H-pyrazol-4-yl)-1-methyl-1H-imidazole-2-carboxamide hydrochloride